[3-[4-[[2-[(3R,4R)-3-fluoro-4-(prop-2-enylamino)pyrrolidin-1-yl]-9-methyl-purin-6-yl]amino]-3-methoxy-pyrazol-1-yl]propyl]carbamic acid tert-butyl ester C(C)(C)(C)OC(NCCCN1N=C(C(=C1)NC1=C2N=CN(C2=NC(=N1)N1C[C@H]([C@@H](C1)NCC=C)F)C)OC)=O